Cl.C(C)C1=NC2=C(N1C1CCNCC1)C=CC(=C2)F 2-ethyl-5-fluoro-1-(piperidin-4-yl)-1H-benzo[d]imidazole hydrochloride